(R)-3-amino-N-benzyloxycarbonyl-piperidine N[C@H]1CN(CCC1)C(=O)OCC1=CC=CC=C1